N-(4-(trifluoromethyl)benzyl)-4-phenoxybenzamide FC(C1=CC=C(CNC(C2=CC=C(C=C2)OC2=CC=CC=C2)=O)C=C1)(F)F